ClC1=NC=C2C(=N1)N(N=C2)C2COC2 6-chloro-1-(oxetan-3-yl)-1H-pyrazolo[3,4-d]pyrimidine